1,9-anthracenediol C1(=CC=CC2=CC3=CC=CC=C3C(=C12)O)O